NC=1C=C(C(=O)NC=2C=C(C=CC2O)C2(CCCCC2)C2=CC(=C(C=C2)O)NC(C2=CC(=CC=C2)N)=O)C=CC1 1,1-bis[3-(3-aminobenzamido)-4-hydroxyphenyl]cyclohexane